6-(3-(1,3-bis((1,3-dihydroxypropan-2-yl)oxy)-2-(hydroxymethyl)propan-2-yl)ureido)hexanoic acid OCC(CO)OCC(COC(CO)CO)(CO)NC(NCCCCCC(=O)O)=O